N(=[N+]=[N-])CC1=C(C=C(C=C1OC)C1=C(C(=CC=C1)C1=C(C(=CC=C1)C1=CC=C(C=C1)CN=[N+]=[N-])C)C)F 4,4'''-bis(azidomethyl)-3-fluoro-5-methoxy-2',2''-dimethyl-1,1':3',1'':3'',1'''-quaterphenyl